N-[3-chloro-4-[4-(piperidine-4-carbonyl)piperazine-1-carbonyl]phenyl]-5-[1-[4-(dimethylamino)pyrimidin-2-yl]-3-(trifluoromethyl)pyrazol-4-yl]-1-methylimidazole-2-carboxamide ClC=1C=C(C=CC1C(=O)N1CCN(CC1)C(=O)C1CCNCC1)NC(=O)C=1N(C(=CN1)C=1C(=NN(C1)C1=NC=CC(=N1)N(C)C)C(F)(F)F)C